Tin (bis[bis(trimethylsilyl)amino])tin C[Si](C)(C)N([Si](C)(C)C)[Sn]N([Si](C)(C)C)[Si](C)(C)C.[Sn]